ClC=1C(=NN(C1NC(=O)N[C@@H]1CN(C[C@H]1C1=CC=C(C=C1)F)CCOC)C1=CC=CC=C1)OCC(C)(C)O 1-(4-chloro-3-(2-hydroxy-2-methylpropyloxy)-1-phenyl-1H-pyrazol-5-yl)-3-((3s,4r)-4-(4-fluorophenyl)-1-(2-methoxyethyl)pyrrolidin-3-yl)urea